C(=O)(O)C=1C=CC(=C(C1)N1CCCCC1)NC(=O)C=1NC(=C(C1Cl)Cl)C 1-(5-carboxy-2-(3,4-dichloro-5-methyl-1H-pyrrole-2-carboxamido)phenyl)piperidin